CC1=C(C(=O)[O-])C=CC=C1B1OC(C(O1)(C)C)(C)C.[Li+] lithium 2-methyl-3-(4,4,5,5-tetramethyl-1,3,2-dioxaborolan-2-yl)benzoate